(S)-3-(5-Hydroxypyridin-3-yl)-4-(methyl(4-(5,6,7,8-tetrahydro-1,8-naphthyridin-2-yl)butyl)amino)butanoic acid OC=1C=C(C=NC1)[C@H](CC(=O)O)CN(CCCCC1=NC=2NCCCC2C=C1)C